tert-butyl 4-hydroxy-4-(1-(1-(4-methoxyphenyl)-4-oxo-1H-pyrazolo[3,4-d]pyrimidin-5(4H)-yl)ethyl)piperidine-1-carboxylate OC1(CCN(CC1)C(=O)OC(C)(C)C)C(C)N1C=NC2=C(C1=O)C=NN2C2=CC=C(C=C2)OC